(1R,3S)-3-(3-(pyridazin-3-ylamino)-1H-pyrazol-5-yl)cyclopentyl ((S)-1,1,1-trifluoropropan-2-yl)carbamate FC([C@H](C)NC(O[C@H]1C[C@H](CC1)C1=CC(=NN1)NC=1N=NC=CC1)=O)(F)F